2'-chloro-5'-methoxy-6-methyl-N-[6-(2-oxopiperidin-1-yl)-[1,3]thiazolo[4,5-b]pyridin-2-yl]-[4,4'-bipyridine]-3-carboxamide ClC1=NC=C(C(=C1)C1=C(C=NC(=C1)C)C(=O)NC=1SC=2C(=NC=C(C2)N2C(CCCC2)=O)N1)OC